(cyclopropylsulfonyl)piperazine-1-carboxylic acid tert-butyl ester C(C)(C)(C)OC(=O)N1C(CNCC1)S(=O)(=O)C1CC1